FC=1C=C(C=CC1F)[C@H]1[C@@H](CN(C1)C=1C=NNC1)NC(=O)NC1=C(C(=NN1C1=CC=CC=C1)OC[C@H](C)O)C 1-((3S,4R)-4-(3,4-difluorophenyl)-1-(1H-pyrazol-4-yl)pyrrolidin-3-yl)-3-(3-((S)-2-hydroxypropoxy)-4-methyl-1-phenyl-1H-pyrazol-5-yl)urea